C1(CCC1)SC1=NC=CC=C1C1=CC=C(C=C1)N1N=CC(=C1)CC(=O)O 2-[1-[4-(2-cyclobutylsulfanyl-3-pyridyl)phenyl]Pyrazol-4-yl]Acetic acid